2-(2-(5-(aminomethyl)-2-(4-fluorophenyl)pyridin-4-yl)-1H-imidazol-1-yl)acetonitrile NCC=1C(=CC(=NC1)C1=CC=C(C=C1)F)C=1N(C=CN1)CC#N